ClC1=C(C=C(C=C1)C1=NC2=C(N1)C=CC(=C2)[N+](=O)[O-])C(F)(F)F 2-(4-chloro-3-(trifluoromethyl)phenyl)-5-nitro-1H-benz[d]imidazole